CC1CCC(N(C1)C(C(=O)O)=O)C=1C=CC2=C(OC[C@@H]3N2CCN(C3)C)C1 2-(5-methyl-2-((R)-3-methyl-1,2,3,4,4a,5-hexahydrobenzo[b]pyrazino[1,2-d][1,4]oxazin-8-yl)piperidin-1-yl)-2-oxoacetic acid